C1(=CC=C(C=C1)N1C=2C=CC=CC2C(C2=CC=CC=C12)=S)C1=CC=CC=C1 10-(4-biphenylyl)acridine-9(10H)-thione